4-[(1,3-difluoropropan-2-yl)oxy]benzonitrile FCC(CF)OC1=CC=C(C#N)C=C1